2H-indeno[1,2-d][1,3]dioxine O1COC=C2C1=C1C=CC=CC1=C2